N[C@H](C(=O)O)CCCCNC([C@H](CC1=CC(=C(C=C1)OP(=O)(O)O)O)N)=O (2S)-2-amino-6-[[(2S)-2-amino-3-(3-hydroxy-4-phosphonooxyphenyl)propionyl]amino]hexanoic acid